N-[(5-{methyl[(2-methyl-4-oxo-1,4-dihydroquinazolin-6-yl)methyl]amino}-2-thienyl)carbonyl]-L-glutamic acid CN(C1=CC=C(S1)C(=O)N[C@@H](CCC(=O)O)C(=O)O)CC=1C=C2C(N=C(NC2=CC1)C)=O